ClC1=CC=2N(C(=C1)C=1NC3=CC=C(C=C3C1C(C)C)C1CCNCC1)C=CN2 7-chloro-5-(3-isopropyl-5-(piperidin-4-yl)-1H-indol-2-yl)imidazo[1,2-a]pyridine